FC(C1=NN(C=C1N1CC(=C2N1C=CC(=N2)N2C[C@@H]1CC[C@H](C2)O1)C(=O)N)C1CCC(CC1)CO)F 1-N-[3-(difluoromethyl)-1-[4-(hydroxymethyl)cyclohexyl]pyrazol-4-yl]-5-[(1S,5R)-8-oxa-3-azabicyclo[3.2.1]octan-3-yl]pyrazolo[1,5-a]pyrimidine-3-carboxamide